11-(2-methylpropyl)-12,13-dihydro-2-methyl-8-(pyrimidin-2-ylamino)-4H-indazolo[5,4-a]pyrrolo[3,4-c]carbazol-4-one CC(CN1C2=CC=C(C=C2C=2C3=C(C4=C(C12)CCC1=NN(C=C14)C)C(N=C3)=O)NC3=NC=CC=N3)C